2-{(5R)-3-[2-(1-{[3,5-bis(difluoromethyl)-1H-pyrazole-1-yl]acetyl}piperidin-4-yl)-1,3-thiazol-4-yl]-4,5-dihydro-1,2-oxazol-5-yl}-3-chlorophenylmethanesulfonate FC(C1=NN(C(=C1)C(F)F)CC(=O)N1CCC(CC1)C=1SC=C(N1)C1=NO[C@H](C1)C1=C(C=CC=C1Cl)CS(=O)(=O)[O-])F